1-(cyclopropyl-methyl)indazol-5-amine C1(CC1)CN1N=CC2=CC(=CC=C12)N